ClC=1C=C(C=C(C1)Cl)C1(CC(=NO1)C1=CC(=C(C=C1)NS(=O)(=O)C)F)C(F)(F)F N-(4-(5-(3,5-dichlorophenyl)-5-(trifluoromethyl)-4,5-dihydroisoxazol-3-yl)-2-fluorophenyl)methanesulfonamide